(S)-1-(pyridin-2-yl)ethan-1-amine N1=C(C=CC=C1)[C@H](C)N